4-(4-(4'-chloro-5'-oxo-5'H-spiro[cyclohexane-1,7'-indolo[1,2-a]quinazolin]-10'-yl)piperazin-1-yl)cyclohexane-1-carbaldehyde ClC=1C=2C(N=C3N(C2C=CC1)C1=CC(=CC=C1C31CCCCC1)N1CCN(CC1)C1CCC(CC1)C=O)=O